C(C)(C)(C)OC(CCC(=O)N[C@H](C(=O)OCC1=CC=CC=C1)C)=O (S)-4-((1-(benzyloxy)-1-oxopropan-2-yl)amino)-4-oxobutanoic acid tert-butyl ester